N-(3-((3-(9H-purin-6-yl)pyridin-2-yl)amino)-4-methylphenyl)-2-(3-(trifluoromethyl)cyclohexyl)acetamide N1=CN=C2NC=NC2=C1C=1C(=NC=CC1)NC=1C=C(C=CC1C)NC(CC1CC(CCC1)C(F)(F)F)=O